ClC=1N=C(C2=C(N1)N(C=C2)C)C#C[Si](C(C)C)(C(C)C)C(C)C 2-chloro-7-methyl-4-((triisopropylsilyl)ethynyl)-7H-pyrrolo[2,3-d]pyrimidine